(2-methyl-4-[{6-(trifluoromethyl)pyridin-3-yl}oxy]benzo[d]thiazol-7-yl)methylamine CC=1SC2=C(N1)C(=CC=C2CN)OC=2C=NC(=CC2)C(F)(F)F